5-(3-phenylprop-2-ynyl)isobenzofuran-1,3-dione C1(=CC=CC=C1)C#CCC=1C=C2C(OC(C2=CC1)=O)=O